4-bromo-6-methyl-2-(1H-tetrazol-5-yl)-1H-pyrrolo[2,3-c]pyridin-7(6H)-one BrC=1C2=C(C(N(C1)C)=O)NC(=C2)C2=NN=NN2